C(=O)(O)C1=CC(=C(C(=O)[O-])C=C1)[C+]1C=2C=C3C(=CC(N(C3=CC2[Si](C2=C1C=C1C(=CC(N(C1=C2)C)(C)C)C)(C)C)C)(C)C)C 4-Carboxy-2-(1,2,2,4,8,10,10,11,13,13-decamethyl-2,10,11,13-tetrahydrosilino[3,2-g:5,6-g']diquinolin-6-ylium-6(1H)-yl)benzoate